1-(4-(3,4-dichlorophenyl)-5-(isopropylsulfanyl)thiazol-2-yl)-4-(3-hydroxy-5-methylphenyl)-3-methyl-1H-pyrazole-5-carboxylic acid ClC=1C=C(C=CC1Cl)C=1N=C(SC1SC(C)C)N1N=C(C(=C1C(=O)O)C1=CC(=CC(=C1)C)O)C